CS(=O)(=O)OCC(C(COS(=O)(=O)C)NS(=O)(=O)C1=C(C=CC=C1)[N+](=O)[O-])NS(=O)(=O)C1=C(C=CC=C1)[N+](=O)[O-] (syn)-2,3-bis((2-nitrophenyl)sulfonamido)butane-1,4-diyl dimethanesulfonate